[Cl-].C(=O)(O)CCC(=O)OCOC(C(=O)OC1CC2CCC(C1)[N+]21CCCC1)(C1=CC=CC=C1)C1=CC=CC=C1 3-(2-(((3-Carboxypropanoyl)oxy)methoxy)-2,2-diphenylacetoxy)spiro[bicyclo[3.2.1]octane-8,1'-pyrrolidin]-1'-ium chloride